ClC=1N(C=CN1)C(C)C1=CC=C(C=C1)C1=C(SC(=C1)CC(C)C)S(=O)(=O)N 3-(4-(1-(2-chloro-1H-imidazol-1-yl)ethyl)phenyl)-5-isobutyl-thiophene-2-sulfonamide